[Cl-].CC(C)(OC(NCCCOCCOCCOCCCNC(CC[N+]1=CC=C(C=C1)/C=N/O)=O)=O)C (E)-1-(2,2-Dimethyl-4,20-dioxo-3,9,12,15-tetraoxa-5,19-diazadocosan-22-yl)-4-((hydroxy-imino)methyl)pyridin-1-ium chloride